[(8S,9R,10S,11S,13S,14S,16S,17R)-9-chloro-11-hydroxy-17-(2-hydroxyacetyl)-10,13,16-trimethyl-3-oxo-6,7,8,11,12,14,15,16-octahydrocyclopenta[a]phenanthren-17-yl] propanoate C(CC)(=O)O[C@@]1([C@H](C[C@H]2[C@@H]3CCC4=CC(C=C[C@@]4([C@]3([C@H](C[C@]12C)O)Cl)C)=O)C)C(CO)=O